(2S,4R)-1-(2-methylbenzofuro[3,2-d]pyrimidin-4-yl)-4-(2-oxo-2-(quinolin-6-ylamino)ethyl)pyrrolidine-2-carboxylic acid CC=1N=C(C2=C(N1)C1=C(O2)C=CC=C1)N1[C@@H](C[C@@H](C1)CC(NC=1C=C2C=CC=NC2=CC1)=O)C(=O)O